[Si](C1=CC=CC=C1)(C1=CC=CC=C1)(C(C)(C)C)OCC(CSC=1C(=C(C=C2C(NC(NC12)=O)=O)C(F)(F)F)C1CCC(CC1)(F)F)C1=NC=CC=C1 8-((3-((tert-butyldiphenylsilyl)oxy)-2-(pyridin-2-yl)propyl)thio)-7-(4,4-difluorocyclohexyl)-6-(trifluoromethyl)quinazoline-2,4(1H,3H)-dione